calcium formate tetrahydrofolate C(CC[C@@H](C(=O)O)NC(=O)C1=CC=C(NCC2CNC=3N=C(N)NC(=O)C3N2)C=C1)(=O)[O-].C(=O)[O-].[Ca+2]